ethyl 8-(3,7-dimethylocta-2,6-dien-1-yl)-7-hydroxy-2-methyl-4-oxo-5-pentyl-4H-benzo[d][1,3]dioxine-2-carboxylate CC(=CCC1=C(C=C(C2=C1OC(OC2=O)(C(=O)OCC)C)CCCCC)O)CCC=C(C)C